[Na+].C1(=CC=CC=C1)S(=O)[O-] phenylsulfinate sodium